FC1CC2CC(CN2C1)=C 2-fluoro-6-methylene-tetrahydro-1H-pyrrolizin